3-(2-((6-(cyclopropanecarboxamido)-3-(methylcarbamoyl)pyridazin-4-yl)amino)-[1,2,4]triazolo[1,5-a]pyridin-6-yl)azetidine-1-carboxylic acid tert-butyl ester C(C)(C)(C)OC(=O)N1CC(C1)C=1C=CC=2N(C1)N=C(N2)NC2=C(N=NC(=C2)NC(=O)C2CC2)C(NC)=O